S(=O)([O-])[O-].[NH4+].N1=CC=CC(=C1)C1N(C)CCC1.[NH4+] nicotine ammonium sulfite